C1[C@@H]2CC[C@H]1C=1N2C=2C(N1)=C(C=CC2)C#N (1S,4R)-1,2,3,4-tetrahydro-1,4-methylenebenzo[4,5]imidazo[1,2-a]pyridine-6-carbonitrile